(S)-4-amino-7-fluoro-N-methyl-N-(7-(1-(trifluoromethyl)-1H-pyrazol-4-yl)isochroman-4-yl)imidazo[1,5-a]quinoxaline-8-carboxamide NC=1C=2N(C3=CC(=C(C=C3N1)F)C(=O)N([C@@H]1COCC3=CC(=CC=C13)C=1C=NN(C1)C(F)(F)F)C)C=NC2